O=C1NC(CCC1N1C(C2=CC=C(C=C2C1)NC(=O)C=1C=C2C(=NNC2=CC1)O)=O)=O N-(2-(2,6-dioxopiperidin-3-yl)-1-oxoisoindolin-5-yl)-3-hydroxy-1H-indazole-5-carboxamide